N12CCCC(C1)C2 azabicyclo[3.1.1]heptan